C1=CC=CC=2C3=CC=CC=C3C(C12)COC(=O)N[C@H](C(=O)OC(C)(C)C)CI (R)-tert-butyl 2-((((9H-fluoren-9-yl) methoxy) carbonyl) amino)-3-iodopropionate